ClCCCC#CCB1OC(CN(CC(O1)=O)C)=O 2-(6-chlorohex-2-yn-1-yl)-6-methyl-1,3,6,2-dioxazaborocan-4,8-dione